N1=CC(=C2N1C=CC=N2)C2=NC=CC1=C2C(=NN1)C(=O)O pyrazolo[1,5-a]pyrimidin-3-yl-pyrazolo[4,3-c]pyridine-3-carboxylic acid